NC1=NC=CC(=N1)C=1C2=C(C(=NC1)NCC=1C=C(C(=O)NCCN3[C@@H](CCC[C@@H]3C)C)C=CC1)CCO2 3-(((7-(2-Aminopyrimidin-4-yl)-2,3-dihydrofuro[3,2-c]pyridin-4-yl)amino)methyl)-N-(2-((2R,6S)-2,6-dimethylpiperidin-1-yl)ethyl)benzamide